N,N'-dimethyl-N-((methylamino)methyl)propane-1,3-diamine CN(CCCNC)CNC